2-{3-[(2R,6S)-2,6-dimethylmorpholine-4-carbonyl]-5,6-dihydrocyclopenta[c]pyrazol-1(4H)-yl}-1-{4-[3-fluoro-2-(trifluoromethyl)phenyl]piperidin-1-yl}ethan-1-one C[C@@H]1CN(C[C@@H](O1)C)C(=O)C=1C2=C(N(N1)CC(=O)N1CCC(CC1)C1=C(C(=CC=C1)F)C(F)(F)F)CCC2